7-((((benzyloxy)carbonyl)amino)methyl)-7-(5-fluoropyridin-2-yl)-3-azabicyclo[4.1.0]heptan-3-ium chloride [Cl-].C(C1=CC=CC=C1)OC(=O)NCC1(C2CC[NH2+]CC12)C1=NC=C(C=C1)F